COC1=CC=C(N[C@H](C(=O)OCC)[C@H](CC(=C)C)C=C)C=C1 ethyl (2S,3R)-2-(4-methoxyanilino)-5-methyl-3-vinyl-hex-5-enoate